tert-Butyl (S)-4-(7-(6-cyanopyrimidin-4-yl)-5-cyclopropyl-7H-pyrrolo[2,3-d]pyrimidin-4-yl)-3-methylpiperazine-1-carboxylate C(#N)C1=CC(=NC=N1)N1C=C(C2=C1N=CN=C2N2[C@H](CN(CC2)C(=O)OC(C)(C)C)C)C2CC2